OC\C=N\C(C)C=1C(=NC=CC1)NC(OC(C)(C)C)=O tert-butyl (E)-(3-(1-((2-hydroxyethylidene)amino)ethyl)pyridin-2-yl)carbamate